C1(=CC=CC=C1)[C@@H]([C@@H](N)C1=CC=CC=C1)N (1S,2S)-1,2-diphenylethylenediamine